2-methylpropanoic acid silicon [Si].CC(C(=O)O)C